N1(CCC1)S(=O)(=O)C=1C=CC(=C(C1)C=1NC2=C(C=C(C(=C2C1)F)Br)F)N1CC(CC1)(F)F 2-(5-(azetidin-1-ylsulfonyl)-2-(3,3-difluoropyrrolidin-1-yl)phenyl)-5-bromo-4,7-difluoro-1H-indole